BrCC1=CC=C(C=C1)S(=O)(=O)N(C)C 4-(bromomethyl)-N,N-dimethyl-benzenesulfonamide